4a-(4-(tertbutyl)phenyl)octahydro-2H-benzo[b][1,4]oxazine hydrochloride Cl.C(C)(C)(C)C1=CC=C(C=C1)C12C(OCCN1)CCCC2